NC1=NN2C(N=CC(=C2)F)=C1C(=O)NC=1C=NC=CC1C1CCN(CC1)C(=O)N1CCN(CC1)C 2-amino-6-fluoro-N-(4-(1-(4-methylpiperazine-1-carbonyl)piperidin-4-yl)pyridin-3-yl)pyrazolo[1,5-a]pyrimidine-3-carboxamide